N-[1-(propan-2-yl)cyclopropyl]furo[2,3-d]pyrimidine-5-carboxamide CC(C)C1(CC1)NC(=O)C1=COC=2N=CN=CC21